[Si](C)(C)(C(C)(C)C)N(C(C(F)(F)F)=O)C N-(t-butyldimethylsilyl)-N-methyltrifluoroacetamide